FC=1C(N(C(N(C1)S(=O)(=O)C1=CC=C(C)C=C1)=O)C)=N 5-FLUORO-4-IMINO-3-METHYL-1-TOSYL-3,4-DIHYDROPYRIMIDIN-2-ONE